C(CCC)OC1=CC=C(C=C1)C1=NC(=NC(=N1)C(Cl)(Cl)Cl)C(Cl)(Cl)Cl 2-(4-n-butoxyphenyl)-4,6-bis(trichloromethyl)-s-triazine